ClC1=CC=C(C=C1)NC(=O)N[C@@H]1C(N(C[C@H]1C1=CC=C(C=C1)OC)CCO)=O |r| (±)-trans-1-(4-chlorophenyl)-3-[1-(2-hydroxyethyl)-4-(4-methoxyphenyl)-2-oxopyrrolidin-3-yl]urea